1-chloro-3,3-dibutyl-1,3-disilacyclohexane Cl[SiH]1C[Si](CCC1)(CCCC)CCCC